ClC1=CC(=C(C=C1)N=NC=1C(=CC2=CC(=CC(=C2C1O)O)S(=O)(=O)[O-])S(=O)(=O)[O-])P(=O)(O)O.[Na+].[Na+] disodium 3-[(4-chloro-2-phosphonophenyl)azo]-4,5-dihydroxy-2,7-naphthalenedisulfonate